1-(5-(3-cyano-6-(1-methyl-1H-pyrazol-4-yl)pyrazolo[1,5-a]pyridin-4-yl)pyridin-2-yl)-N-(3,3,3-trifluoropropyl)piperidine-4-carboxamide C(#N)C=1C=NN2C1C(=CC(=C2)C=2C=NN(C2)C)C=2C=CC(=NC2)N2CCC(CC2)C(=O)NCCC(F)(F)F